6-(3-methylmorpholino)-1-(1-((2-(trimethylsilyl)ethoxy)methyl)-1H-pyrazolo[3,4-b]pyridin-4-yl)benzenesulfonamide CC1COCCN1C1=CC=CCC1(S(=O)(=O)N)C1=C2C(=NC=C1)N(N=C2)COCC[Si](C)(C)C